(S)-quinuclidin-3-yl (2,2-diethyl-5-(4-isobutylphenyl)-2,3-dihydro-1H-inden-1-yl)carbamat C(C)C1(C(C2=CC=C(C=C2C1)C1=CC=C(C=C1)CC(C)C)NC(O[C@@H]1CN2CCC1CC2)=O)CC